BrC1=C(C=C2C(NC=NC2=C1)(C(C)(F)F)C#CC1CC1)F 7-bromo-4-(cyclopropylethynyl)-4-(1,1-difluoroethyl)-6-fluoro-3,4-dihydroquinazolin